2-chloro-1-(4-(2-(2-fluoropyridin-4-yl)-3-isopropyl-1H-indol-5-yl)piperidin-1-yl)ethanone ClCC(=O)N1CCC(CC1)C=1C=C2C(=C(NC2=CC1)C1=CC(=NC=C1)F)C(C)C